O=C1CC[C@H]2N1CCN(C2)CC2=C([C@@H](N=C(N2)C=2SC=CN2)C2=CC(=C(C=C2)F)F)C(=O)OCC Ethyl (4S)-6-[[(8aR)-6-oxo-1,3,4,7,8,8a-hexahydropyrrolo[1,2-a]pyrazin-2-yl]methyl]-4-(3,4-difluorophenyl)-2-thiazol-2-yl-1,4-dihydropyrimidine-5-carboxylate